4-chloro-5-(2,2-difluorocyclopropyl)-7-(phenylsulfonyl)-7H-pyrrolo[2,3-d]pyrimidine ClC=1C2=C(N=CN1)N(C=C2C2C(C2)(F)F)S(=O)(=O)C2=CC=CC=C2